C(C)OC(=O)CCCCCCCOC=1C2=CC=CC=C2C(=C2C=CC=CC12)OCCCCCCCC(=O)OCC 9,10-bis(ethoxycarbonylheptyleneoxy)anthracene